CC=1C=CC=2N(C1)N=CC2C(=O)N2[C@H](C1=C(CC2)NC=N1)C1=NN2C(C(=CC=C2)C(F)(F)F)=C1 (R)-(6-methylpyrazolo[1,5-a]pyridin-3-yl)(4-(4-(trifluoromethyl)pyrazolo[1,5-a]pyridin-2-yl)-6,7-dihydro-1H-imidazo[4,5-c]pyridin-5(4H)-yl)methanone